N1C=CCC2=CN=CC=C12 1,4-DIHYDRO-1,6-NAPHThYRIDIN